Tert-butyl ((S)-1-(((benzylthio)carbonyl)(((S)-2-oxopyrrolidin-3-yl)methyl)amino)-5-methyl-2-oxohexan-3-yl)carbamate C(C1=CC=CC=C1)SC(=O)N(CC([C@H](CC(C)C)NC(OC(C)(C)C)=O)=O)C[C@H]1C(NCC1)=O